C(C)OC1=CC=C(C=C1)C1=CN=C(S1)CC 1-(5-(4-ethoxyphenyl)thiazol-2-yl)ethan